COC(C(CC)[N+]#[C-])=O 2-ISOCYANO-BUTANOIC ACID METHYL ESTER